Phenyl ((S)-1-((2S,4R)-2-(((S)-1-(4-ethynylphenyl)ethyl)carbamoyl)-4-hydroxypyrrolidin-1-yl)-5-hydroxy-3,3-dimethyl-1-oxopentan-2-yl)carbamate C(#C)C1=CC=C(C=C1)[C@H](C)NC(=O)[C@H]1N(C[C@@H](C1)O)C([C@H](C(CCO)(C)C)NC(OC1=CC=CC=C1)=O)=O